di-t-butylcrotylphosphine C(C)(C)(C)P(CC=CC)C(C)(C)C